ClC=1C=C2C(=NC=NC2=CC1)N1CC=2C=C(C=NC2CC1)OC1=C(C=C(C=C1)C)F 6-chloro-4-[3-(2-fluoro-4-methyl-phenoxy)-7,8-dihydro-5H-1,6-naphthyridin-6-yl]quinazoline